(S)-2-mercapto-1-(oxetan-2-ylmethyl)-1H-benzo[d]imidazole-6-Carboxylic acid methyl-(S)-4-amino-3-((oxetan-2-ylmethyl)amino)benzoate COC(C1=CC(=C(C=C1)N)NC[C@H]1OCC1)=O.SC1=NC2=C(N1C[C@H]1OCC1)C=C(C=C2)C(=O)O